((2R,5S)-2,5-diethyl-4-(4-methyl-5-oxo-2-(tetrahydro-2H-pyran-2-yl)-4,5-dihydro-2H-pyrazolo[4,3-b]pyridin-7-yl)piperazin-1-yl)-N-(2-methoxyethyl)-2-(4-(trifluoromethyl)phenyl)acetamide C(C)[C@H]1N(C[C@@H](N(C1)C=1C=2C(N(C(C1)=O)C)=CN(N2)C2OCCCC2)CC)C(C(=O)NCCOC)C2=CC=C(C=C2)C(F)(F)F